5-[4-amino-5-(trifluoromethyl)pyrrolo[2,1-f][1,2,4]triazin-7-yl]-N-[(3R,4S)-1-(3,3-difluorocyclobutanecarbonyl)-4-fluoropyrrolidin-3-yl]-2-(trifluoromethoxy)benzamide NC1=NC=NN2C1=C(C=C2C=2C=CC(=C(C(=O)N[C@@H]1CN(C[C@@H]1F)C(=O)C1CC(C1)(F)F)C2)OC(F)(F)F)C(F)(F)F